O=C1NC(CCC1N1C(C2=CC=CC(=C2C1)CCCCCC=O)=O)=O 6-(2-(2,6-dioxopiperidin-3-yl)-1-oxoisoindolin-4-yl)hexanal